COC([C@@H](NC(C)=O)CCCNC(N)=N)=O acetylarginine methyl ester